2-iodo-3-amino-6-chloropyridine IC1=NC(=CC=C1N)Cl